C(CCCCCCCCC\C=C/CCCC)=O (Z)-hexadec-11-enal